(E)-N-(5-(4-((4-([1,2,4]triazolo[1,5-a]pyridin-7-yloxy)-3-chlorophenyl)Amino)pyrrolo[2,1-f][1,2,4]triazin-6-yl)-2-(4-methylpiperazin-1-yl)phenyl)-4-(dimethylamino)but-2-enamide N=1C=NN2C1C=C(C=C2)OC2=C(C=C(C=C2)NC2=NC=NN1C2=CC(=C1)C=1C=CC(=C(C1)NC(\C=C\CN(C)C)=O)N1CCN(CC1)C)Cl